(R)-2-(4-(Methoxycarbonyl)phenyl)-4-((2-nitrophenyl)sulfonyl)piperazin-1-ium 2,2,2-trifluoroacetate FC(C(=O)[O-])(F)F.COC(=O)C1=CC=C(C=C1)[C@H]1[NH2+]CCN(C1)S(=O)(=O)C1=C(C=CC=C1)[N+](=O)[O-]